Cis-hexahydrocumyl alcohol C(C)(C)(C1CCCCC1)O